(4-(pyridin-4-yl)phenyl)boronic acid pinacol ester N1=CC=C(C=C1)C1=CC=C(C=C1)B1OC(C)(C)C(C)(C)O1